ClC1=C(C=C(C=C1)C1(CN(C1)C=1N=C(C2=C(N1)CC[S@]2=O)NC2CCOCC2)OC)F |r| (R/S)-2-(3-(4-chloro-3-fluorophenyl)-3-methoxyazetidin-1-yl)-4-((tetrahydro-2H-pyran-4-yl)amino)-6,7-dihydrothieno[3,2-d]pyrimidine 5-oxide